C[C@@](C(=O)O)(O)C1=C(C=CC=C1)Cl methyl-2-(2-chlorophenyl)-(R)-2-hydroxyacetic acid